5,10,15,20-tetrakis(hydroxyphenyl)porphyrin OC1=C(C=CC=C1)C=1C2=CC=C(N2)C(=C2C=CC(C(=C3C=CC(=C(C=4C=CC1N4)C4=C(C=CC=C4)O)N3)C3=C(C=CC=C3)O)=N2)C2=C(C=CC=C2)O